ClC1=C(CNC(=O)[C@]2(C=3C=CC=NC3[C@H](CC2)O)F)C=C(C(=C1)F)F (5s,8s)-N-(2-chloro-4,5-difluorobenzyl)-5-fluoro-8-hydroxy-5,6,7,8-tetrahydroquinoline-5-carboxamide